ethyl 3-(3,5-difluorophenyl)-1-methyl-2-oxo-cyclopent-3-ene-1-carboxylate FC=1C=C(C=C(C1)F)C=1C(C(CC1)(C(=O)OCC)C)=O